1-(4-bromo-5-fluoro-2-methyl-phenyl)-3-[(1S)-1-(2-pyrimidin-2-yl-1,2,4-triazol-3-yl)ethyl]urea BrC1=CC(=C(C=C1F)NC(=O)N[C@@H](C)C=1N(N=CN1)C1=NC=CC=N1)C